C(C1=CC=CC=C1)OC1=CC=C2CCCC3(CCC=4C(=NC(=NC4C3)OC[C@H]3NCCC3)N3[C@H]4CNC[C@@H]3CC4)C2=C1 7-(Benzyloxy)-4'-((1R,5S)-3,8-diazabicyclo[3.2.1]octan-8-yl)-2'-(((S)-pyrrolidin-2-yl)methoxy)-3,4,5',8'-tetrahydro-2H,6'H-spiro[naphthalene-1,7'-quinazoline]